[K].FC1=CC(=C(C(=C1)C=1C=NC=CC1)CC(=O)NS(=O)(=O)C1=C(C=C(C=C1)C(C)(C)O)C)C(C)C 2-(4-Fluoro-2-isopropyl-6-(pyridin-3-yl)phenyl)-N-((4-(2-hydroxypropan-2-yl)-2-methylphenyl)sulfonyl)acetamide, potassium salt